1,2,4-OXADIAZOL O1N=CN=C1